[Pd](Cl)Cl.ClCCl dichloromethane palladium dichloride